1-({3-fluoro-4-[5-(trifluoromethyl)-1,2,4-oxadiazol-3-yl]phenyl}methyl)azepan-2-one FC=1C=C(C=CC1C1=NOC(=N1)C(F)(F)F)CN1C(CCCCC1)=O